acrylic acid octadecyl ester C(CCCCCCCCCCCCCCCCC)OC(C=C)=O